(R)-1,2-propylene carbonate C1(OC[C@@H](C)O1)=O